The molecule is an organic sodium salt obtained by formal reaction of equimolar amounts of azulam and sodium. A dihydropteroate synthase inhibitor, it is used as a herbicide (mainly for killing bracken). It has a role as a herbicide, an agrochemical and an EC 2.5.1.15 (dihydropteroate synthase) inhibitor. It contains an asulam(1-). COC(=O)[N-]S(=O)(=O)C1=CC=C(C=C1)N.[Na+]